tert-Butyl (4-methyl-2-(((1-methylcyclobutyl)methyl)carbamoyl)phenyl)carbamate CC1=CC(=C(C=C1)NC(OC(C)(C)C)=O)C(NCC1(CCC1)C)=O